C(C)C(C(=O)OCOC(C(C(=O)[O-])(CC)CC)=O)(C(=O)[O-])CC methylene bis(diethyl malonate)